CN1N=CC(=C1)C(=O)N 1-methylpyrazole-4-carboxamide